CC1=NC[C@@H]([C@H](N1)C(=O)[O-])O The molecule is a monocarboxylic acid anion resulting from the removal of a proton from the carboxy group of 5-hydroxyectoine. It is a conjugate base of a 5-hydroxyectoine.